C(=O)C1CCC(CC1)N1N=C2C=NC(=CC2=C1)NC(=O)C1=NC(=CC=C1)C N-[2-(4-formylcyclohexyl)pyrazolo[3,4-c]pyridin-5-yl]-6-methyl-pyridine-2-carboxamide